FC1=C(C(=C(C2=C1OCC(N2C)=O)F)C2=C(C(=C(C(=C2F)OC)F)F)F)F trifluoro-4-methyl-6-(2,3,4,6-tetrafluoro-5-methoxyphenyl)-2H-benzo[b][1,4]oxazin-3(4H)-one